FC(C=1C(=C(C=CC1)[C@@H](C)NC=1C2=C(N=C(N1)C)N=CC(=C2)C2=CC=NC=C2)F)F (R)-N-(1-(3-(difluoromethyl)-2-fluorophenyl)ethyl)-2-methyl-6-(pyridin-4-yl)pyrido[2,3-d]pyrimidin-4-amine